2-(4-((1H-Tetrazol-1-yl)methyl)phenyl)-N-(5-chlorothiazol-2-yl)-2-(3,3-difluorocyclopentyl)acetamide N1(N=NN=C1)CC1=CC=C(C=C1)C(C(=O)NC=1SC(=CN1)Cl)C1CC(CC1)(F)F